Tetramethyldisilylsilyl-(cyclopentadienyl)(4-naphthyl-indenyl)zirconium dichloride [Cl-].[Cl-].C[Zr](C1C=CC2=C(C=CC=C12)C1=CC=CC2=CC=CC=C12)(C1C=CC=C1)([SiH]([SiH3])[SiH3])(C)(C)C